FC=1C=C2C(=NN(C(C2=CC1F)=O)C)[C@@H](C)NC |r| racemic-6,7-difluoro-2-methyl-4-[1-(methylamino)ethyl]phthalazin-1-one